8-bromo-6-(2,6-dichlorophenyl)-2-(spiro[2,3-dihydro-1H-isoquinoline-4,1'-cyclopropane]-7-ylamino)pyrido[4,3-d]pyrimidin-5-one BrC1=CN(C(C2=C1N=C(N=C2)NC2=CC=C1C(=C2)CNCC12CC2)=O)C2=C(C=CC=C2Cl)Cl